CC1(OCC2=CC=CC(=C12)C(C(=O)OC(C)(C)C)N1CC(C1)OCCCCCC1=NC=2NCCCC2C=C1)C tert-butyl 2-(3,3-dimethyl-1,3-dihydroisobenzofuran-4-yl)-2-(3-(5-(5,6,7,8-tetrahydro-1,8-naphthyridin-2-yl)pentyloxy)azetidin-1-yl)acetate